1-(2-(7-isopropoxy-1-((1s,4s)-4-isopropylcyclohexyl)-3-oxo-1H-spiro[isoquinoline-4,4-piperidin]-2(3H)-yl)ethyl)guanidine C(C)(C)OC1=CC=C2C(=C1)C(N(C(C21CCNCC1)=O)CCNC(=N)N)C1CCC(CC1)C(C)C